OCC(CC(=O)O)CC(=O)O 3-Hydroxymethylglutaric acid